(4-(2-methyl-1,3-dioxan-2-yl)phenyl)methanol CC1(OCCCO1)C1=CC=C(C=C1)CO